C(CC)C1=C(C2=CC=CC=C2C=C1)N1C(C=CC1=O)=O 1-(2-propylnaphthalen-1-yl)-1H-pyrrole-2,5-dione